FC1=CC=C(CN2N=CC=3C2=NC=NC3NC3=CC2=C(NC(N2)=O)C=C3)C=C1 5-((1-(4-fluorobenzyl)-1H-pyrazolo[3,4-d]pyrimidin-4-yl)amino)1,3-dihydro-2H-benzo[d]imidazol-2-one